C(#N)C1=NC2=CC(=CC(=C2N=C1N1CC=2N(CC1)C=NC2)[C@@H](C)NC2=C(C(=O)O)C=CC=C2)C (R)-2-((1-(2-cyano-3-(5,6-dihydro-imidazo[1,5-a]pyrazin-7(8H)-yl)-7-methylquinoxalin-5-yl)ethyl)amino)-benzoic acid